Dibenzylammonium 4-nitrobenzoate [N+](=O)([O-])C1=CC=C(C(=O)[O-])C=C1.C(C1=CC=CC=C1)[NH2+]CC1=CC=CC=C1